zinc-magnesium-gallium-oxide [O-2].[Ga+3].[Mg+2].[Zn+2]